3-(3-fluoro-6-(4-fluorophenyl)-5-(4-methylquinazolin-6-yl)pyridin-2-yl)-1-methyl-1-(pyridin-2-ylmethyl)urea FC=1C(=NC(=C(C1)C=1C=C2C(=NC=NC2=CC1)C)C1=CC=C(C=C1)F)NC(N(CC1=NC=CC=C1)C)=O